tert-butyl (S)-5-amino-4-(5-(6-amino-3-cyano-4-propylpyridin-2-yl)-1-oxoisoindolin-2-yl)-5-oxopentanoate NC([C@H](CCC(=O)OC(C)(C)C)N1C(C2=CC=C(C=C2C1)C1=NC(=CC(=C1C#N)CCC)N)=O)=O